5-((4-((3-(4-chlorophenyl)pyridin-2-yl)methyl)piperazin-1-yl)methyl)-1-oxoisoindole ClC1=CC=C(C=C1)C=1C(=NC=CC1)CN1CCN(CC1)CC=1C=C2C=NC(C2=CC1)=O